ClC1=NC(=CC(=C1)C1=COC2(CC2)CN1C(=O)OCCCC)Cl butyl 6-(2,6-dichloropyridin-4-yl)-4-oxa-7-azaspiro[2.5]oct-5-ene-7-carboxylate